tert-Butyl N-[2-(8-fluoro-6-formyl-6,7-dihydro-5H-cyclopenta[f]benzotriazol-3-yl)ethyl]carbamate FC1=C2C(=CC3=C1N=NN3CCNC(OC(C)(C)C)=O)CC(C2)C=O